BrC1=NN(C(=C1)C=1OC(C2=C(N1)C(=CC(=C2)Cl)C)=O)C2=NC=CC=C2Cl 2-(3-bromo-1-(3-chloro-2-pyridinyl)-1H-5-pyrazolyl)-6-chloro-8-methyl-4H-benzo[d][1,3]oxazin-4-one